C(C=C)C1=C(C(=CC=2N=C(SC21)Br)F)O 7-allyl-2-bromo-5-fluorobenzo[d]thiazol-6-ol